xylyl iodide C1(=C(C(=CC=C1)C)C)I